COC(=O)C=1OC2=C(C1)C=C(C=C2)CC=2C=NC=CC2 5-(pyridin-3-ylmethyl)benzofuran-2-carboxylic acid methyl ester